O1C(=NC=C1)C=1C=C(C(=NC1)C=1N=NC(=CC1)OC1CC(NC(C1)(C)C)(C)C)O 5-(1,3-oxazol-2-yl)-2-{6-[(2,2,6,6-tetramethylpiperidin-4-yl)oxy]pyridazin-3-yl}pyridin-3-ol